N'-Hydroxycyclohexanecarboxamidine ON=C(N)C1CCCCC1